2-(N,N-dimethylamino)ethyl-4-azidobenzoate CN(C)CCOC(C1=CC=C(C=C1)N=[N+]=[N-])=O